ClC1=C(C(=C(C=C1Cl)C(NS(=O)C(C)(C)C)C1CCNCC1)OCC=C)F N-[[4,5-dichloro-3-fluoro-2-(prop-2-en-1-yloxy)phenyl](piperidin-4-yl)methyl]-2-methylpropane-2-sulfinamide